C(C)OC(C1=CN=CC=C1)=O Ethylnicotinat